CCCCC/C=C\C/C=C\C/C=C\C/C=C\CCCC(=O)OC[C@H](COP(=O)(O)OC[C@@H](C(=O)O)N)OC(=O)CCC/C=C\C/C=C\C/C=C\C/C=C\C/C=C\CC 1-(5Z,8Z,11Z,14Z-eicosatetraenoyl)-2-(5Z,8Z,11Z,14Z,17Z-eicosapentaenoyl)-glycero-3-phosphoserine